C(C)OC(CN(C1=NC2=CC=C(C=C2C(=C1)C1=CC=CC=C1)\C=C\C1=CC=CC=C1)C)=O (E)-N-methyl-N-(4-phenyl-6-styrylquinolin-2-yl)glycine ethyl ester